2,3-dibromo-5,6-dicyano-1,4-benzoquinone BrC=1C(C(=C(C(C1Br)=O)C#N)C#N)=O